2-(3-(phenanthren-9-yl)-5-(pyridin-3-yl)phenyl)-4,6-diphenyl-1,3,5-triazine C1=CC=CC=2C3=CC=CC=C3C(=CC12)C=1C=C(C=C(C1)C=1C=NC=CC1)C1=NC(=NC(=N1)C1=CC=CC=C1)C1=CC=CC=C1